(3,4-epoxy-cyclohexylmethyl) acrylate C(C=C)(=O)OCC1CC2C(CC1)O2